C(C=C)OC(C(C)(C)O)=O.C1(CC1)C=1SC(=CN1)C(=O)C1=CC=C(C=C1)F (2-Cyclopropylthiazol-5-yl)(4-fluorophenyl)methanone allyl-2-hydroxy-2-methylpropanoate